6,6a,7,8,9,10-hexahydrodipyrido[3,2-b:1',2'-d][1,4]oxazine N1=CC=CC=2OCC3N(C21)CCCC3